(1R,5S)-3'-amino-8-azaspiro[bicyclo[3.2.1]octane-3,1'-cyclobutane]-8-carboxylic acid tert-butyl ester C(C)(C)(C)OC(=O)N1[C@H]2CC3(CC(C3)N)C[C@@H]1CC2